NC=1C(=NC(=CN1)C1=CC(=C2CCN(CC2=C1)C)C)N1N=CC(=C1)C(=O)NC1CC1 1-(3-amino-6-(2,5-dimethyl-1,2,3,4-tetrahydroisoquinolin-7-yl)pyrazin-2-yl)-N-cyclopropyl-1H-pyrazole-4-carboxamide